1-chloro-3,7,11-trimethyldodeca-2,6,10-triene ClCC=C(CCC=C(CCC=C(C)C)C)C